(M)-N-[2-[6-Chloro-4-[(2S,5R)-2,5-dimethyl-4-prop-2-enoyl-piperazin-1-yl]-1-(2-isopropyl-4-methyl-3-pyridyl)-2-oxo-pyrido[2,3-d]pyrimidin-7-yl]phenyl]-2,2-difluoro-acetamide ClC1=CC2=C(N(C(N=C2N2[C@H](CN([C@@H](C2)C)C(C=C)=O)C)=O)C=2C(=NC=CC2C)C(C)C)N=C1C1=C(C=CC=C1)NC(C(F)F)=O